N-((2S)-1,1-dicyclopropyl-3-((5-cyclopropyl-2-fluoro-4-(1-oxo-1-((2,2,2-trifluoroethyl)amino)propan-2-yl)phenyl)amino)-3-oxopropan-2-yl)-1-isopropyl-1H-pyrazole-5-carboxamide C1(CC1)C([C@@H](C(=O)NC1=C(C=C(C(=C1)C1CC1)C(C(NCC(F)(F)F)=O)C)F)NC(=O)C1=CC=NN1C(C)C)C1CC1